5-(6-chloro-5'-(5-chloro-2-methylphenyl)-3'-isopropyl-2,6'-dioxo-5',6'-dihydro-3'H-spiro[indoline-3,4'-pyrrolo[3,4-d]imidazol]-2'-yl)-4-methoxypyrimidine-2-carbonitrile ClC1=CC=C2C(=C1)NC(C21N(C(C=2N=C(N(C21)C(C)C)C=2C(=NC(=NC2)C#N)OC)=O)C2=C(C=CC(=C2)Cl)C)=O